CC1=C(C=C(C=C1)NC(C1=NC(=CC=C1)C(F)(F)F)=O)N1N=CC(=C1)C=1C=NC=CC1OCC1CCOCC1 N-(4-methyl-3-(4-(4-((tetrahydropyran-4-yl)methoxy)pyridin-3-yl)-1H-pyrazol-1-yl)phenyl)-6-(trifluoromethyl)picolinamide